CN1N=C(C=C1C)NC(=O)C1(CN(C1)C1=CC(=C2C(C(=CN(C2=N1)C=1SC=CN1)C(=O)O)=O)C)O 7-{3-[(1,5-dimethyl-1H-pyrazol-3-yl)carbamoyl]-3-hydroxyazetidin-1-yl}-5-methyl-4-oxo-1-(1,3-thiazol-2-yl)-1,4-dihydro-1,8-naphthyridine-3-carboxylic acid